OCCCCCCCCCCCCCCCCCCCCCCCCCCCOC(CCCCCCCCCCCCCC=CCCCCCCCC)=O.FC1(CCC(CC1)NC(C)=O)C=1SC=NN1 N-(4-fluoro-4-(1,3,4-thiadiazol-2-yl)cyclohexyl)acetamide 27-hydroxyheptacosyl-tetracos-15-enoate